O1CCN(CC1)CCN1CCOCC1 1,2-Dimorpholinoethan